3-((3s,4s)-4-azido-tetrahydrofuran-3-yl)-6-(2,6-dichloro-3,5-dimethoxyphenyl)-1-(tetrahydro-2H-pyran-2-yl)-4,5,6,7-tetrahydro-1H-indazole N(=[N+]=[N-])[C@H]1[C@H](COC1)C1=NN(C=2CC(CCC12)C1=C(C(=CC(=C1Cl)OC)OC)Cl)C1OCCCC1